(2S)-4-[(4-methoxyphenyl)methoxy]butane-1,2-diyl bis(4-methylbenzene-1-sulfonate) CC1=CC=C(C=C1)S(=O)(=O)OC[C@H](CCOCC1=CC=C(C=C1)OC)OS(=O)(=O)C1=CC=C(C=C1)C